ethyl 3,4-dihydro-2H-pyrido[3,2-b][1,4]oxazine-7-carboxylate O1C2=C(NCC1)N=CC(=C2)C(=O)OCC